C(C)(C)C1=C(NC2=C1N=C(S2)C2CCC(CC2)N2CC1(COC1)C2)C=2C=C(C=1N(C2)N=CN1)C 6-(4-(6-isopropyl-5-(8-methyl-[1,2,4]triazolo[1,5-a]pyridin-6-yl)-4H-pyrrolo[3,2-d]thiazol-2-yl)cyclohexyl)-2-oxa-6-azaspiro[3.3]heptane